tert-Butyl (3aR,5s,6aS)-5-((7-chlorothieno[2,3-d]pyridazin-4-yl)amino)hexahydrocyclopenta[c]pyrrole-2(1H)-carboxylate ClC=1N=NC(=C2C1SC=C2)NC2C[C@@H]1[C@@H](CN(C1)C(=O)OC(C)(C)C)C2